C(C)(=O)OC1C2CCC(C1)(CC2)NCCOC2=CC(=C(C=C2)Cl)F 4-{[2-(4-chloro-3-fluorophenoxy)ethyl]amino}bicyclo[2.2.2]octan-2-yl acetate